butyl (1R,5S,6r)-6-[(E)-(hydroxyimino) methyl]-3-azabicyclo[3.1.0]hexane-3-carboxylate O\N=C\C1[C@H]2CN(C[C@@H]12)C(=O)OCCCC